C1(=CC=C(C=C1)C=CC1=CC=C(C=C1)C=1OC2=C(N1)C=CC=C2)C2=CC=CC=C2 2-[4-(2-[1,1'-biphenyl]-4-ylvinyl)phenyl]benzoxazole